(1S,3'R,6'R)-6-CHLORO-3,4-DIHYDRO-2H,7'H,15'H-SPIRO[NAPHTHALENE-1,22'-[20]OXA[13]THIA[1,8,14]TRIAZATETRACYCLO[14.7.2.03,6.019,24]PENTACOSA[16,18,24]TRIENE]-7',15'-DIONE 13',13'-DIOXIDE ClC=1C=C2CCC[C@]3(COC4=CC=C5C(NS(CCCCNC([C@@H]6CC[C@H]6CN(C3)C4=C5)=O)(=O)=O)=O)C2=CC1